OC1=CC=C(C=C1)C(\C=C\C1=CC(=C(C=C1)OC)OCC1=CC=C(C=C1)[N+](=O)[O-])=O (E)-1-(4-Hydroxyphenyl)-3-[4-methoxy-3-[(4-nitrophenyl)methoxy]phenyl]prop-2-en-1-one